1-(4-hydroxy-2-iodophenyl)hydrazine-1,2-dicarboxylic acid diethyl ester C(C)OC(=O)N(NC(=O)OCC)C1=C(C=C(C=C1)O)I